(((3-(methoxycarbonyl)benzyl)amino)methyl)-5-neopentylpyrrolidine-2-carboxylic acid COC(=O)C=1C=C(CNCN2C(CCC2CC(C)(C)C)C(=O)O)C=CC1